2-(2-bromopyrimidin-4-yl)butan-2-ol BrC1=NC=CC(=N1)C(C)(CC)O